S=C1OC(C2=CC=CC=C2C1)=O thionoisochromanone